OC[C@@H]1CNCCN1C1=NC=NC(=C1)OC1=CC=C(C=C1)NC(=O)NC1=CC(=C(C=C1)C)C(F)(F)F (S)-3-(hydroxymethyl)-4-(6-(4-(3-(4-methyl-3-(trifluoromethyl)phenyl)ureido)phenoxy)pyrimidin-4-yl)piperazin